ClC1=CC=C(C=C1)N(C(=O)C1=CC=2N(C=C1)N=CC2)C N-(4-chlorophenyl)-N-methyl-pyrazolo[1,5-a]pyridine-5-carboxamide